tert-butyl (R)-3-((5-(5-(methylthio)oxazol-2-yl)-1-((2-(trimethylsilyl)ethoxy) methyl)-1H-pyrrolo[2,3-b]pyridin-4-yl)amino)piperidine-1-carboxylate CSC1=CN=C(O1)C=1C(=C2C(=NC1)N(C=C2)COCC[Si](C)(C)C)N[C@H]2CN(CCC2)C(=O)OC(C)(C)C